N1C=CC2=CC=C(C=C12)NC1=NC2=NC=CC=C2C=C1 N-(1H-indol-6-yl)-1,8-naphthyridin-2-amine